(2R,3S)-3-amino-2-methyl-5-trideuteriomethyl-2,3-dihydropyrido[3,2-b][1,4]oxazepine-4(5H)-one hydrochloride Cl.N[C@@H]1C(N(C2=C(O[C@@H]1C)C=CC=N2)C([2H])([2H])[2H])=O